(3s,8ar)-3-(5-(6-amino-2-fluoropyridin-3-yl)-1H-imidazol-2-yl)-7-(5-chloro-2-(1H-tetrazol-1-yl)phenyl)hexahydroindolizin-5(1H)-one NC1=CC=C(C(=N1)F)C1=CN=C(N1)[C@@H]1CC[C@@H]2CC(CC(N12)=O)C1=C(C=CC(=C1)Cl)N1N=NN=C1